(R)-N-(7-(1-(1-propenylpiperidin-3-yl)-4-amino-1H-pyrazolo[3,4-d]pyrimidin-3-yl)benzo[d][1,3]dioxol-4-yl)-1-naphthamide C(=CC)N1C[C@@H](CCC1)N1N=C(C=2C1=NC=NC2N)C2=CC=C(C1=C2OCO1)NC(=O)C1=CC=CC2=CC=CC=C12